1-((5-(5-(difluoromethyl)-1,3,4-oxadiazol-2-yl)pyridin-2-yl)methyl)-3-((1-methylpiperidin-4-yl)methyl)-1,3-dihydro-2H-benzo[d]imidazol-2-one FC(C1=NN=C(O1)C=1C=CC(=NC1)CN1C(N(C2=C1C=CC=C2)CC2CCN(CC2)C)=O)F